C(=O)(OC(C)(C)C)N1CCN(CC1)C(=O)O 4-Bocpiperazine-1-carboxylic acid